BrC1=NC=C(C(=C1)CNC(OC(C)(C)C)=O)Br tert-butyl ((2,5-dibromopyridin-4-yl)methyl)carbamate